hexahydropyrano[3,4-d]imidazol-2(3H)-one N1C(NC2C1CCOC2)=O